BrC1=CC(=C(C(=C1)[N+](=O)[O-])N[C@H]1[C@H](CCCC1)NC(=O)C1=CC(NC2=CC=CC(=C12)C)=O)C(NC)=O N-((1S,2R)-2-((4-bromo-2-(methylcarbamoyl)-6-nitrophenyl)amino)cyclohexyl)-5-methyl-2-oxo-1,2-dihydroquinoline-4-carboxamide